CC1=C(CC2N(C(C3=CC=CC=C23)=O)CC2=CC3=C(NC(O3)=O)C=C2)C=CC=C1 6-((1-(2-methylbenzyl)-3-oxoisoindolin-2-yl)methyl)benzo[d]oxazol-2(3H)-one